OC(CCCC(=O)OCCCCCCC)CCCC(=O)OCCCCCCC diheptyl 5-hydroxynonanedioate